FC1=CC=CC=2C3=C(C(=NC12)C(C)O)C=CN3 6-fluoro-4-(1-hydroxyethyl)-1H-pyrrolo[3,2-c]quinolin